N-(4-aminophenyl)-4-aminobenzamide NC1=CC=C(C=C1)NC(C1=CC=C(C=C1)N)=O